di-tert-butylbutane-2,3-diimine C(C)(C)(C)C(C(C(C)=N)=N)C(C)(C)C